thioxin S1OC=CC=C1